C(C1=CC=CC=C1)OC(=O)N(C1=C(C=CC=C1)C(C(=O)OCC)(F)F)C ethyl 2-(2-((benzyloxycarbonyl) (methyl)amino)phenyl)-2,2-difluoroacetate